CC1=CNC2=C1N=CN=C2O 7-methyl-5H-pyrrolo[3,2-d]pyrimidin-4-ol